5-bromo-2-methyl-2H-1,2,3-triazole-4-carboxylic acid tert-butyl ester C(C)(C)(C)OC(=O)C1=NN(N=C1Br)C